N1=CC(=CC=C1)CCC=1OC=C(N1)\C=N/O (Z)-2-(2-(pyridin-3-yl)ethyl)oxazole-4-carbaldehyde oxime